butyl isocyanate C(CCC)N=C=O